CC1(OC2=C(O1)C=CC(=C2)C(C)N2C[C@@H](N(C[C@H]2C)C=2C1=C(N(C(C2F)=O)C)N(C(=N1)CC#N)CC)C)C 2-(7-((2S,5R)-4-(1-(2,2-dimethylbenzo[d][1,3]dioxol-5-yl)ethyl)-2,5-dimethylpiperazin-1-yl)-3-ethyl-6-fluoro-4-methyl-5-oxo-4,5-dihydro-3H-imidazo[4,5-b]pyridin-2-yl)acetonitrile